1-(4-cyanobenzyl)-1H-pyrazole-3-carboxylic acid C(#N)C1=CC=C(CN2N=C(C=C2)C(=O)O)C=C1